3-fluoro-3-(methoxy(methyl)carbamoyl)azetidine-1-carboxylic acid tert-butyl ester C(C)(C)(C)OC(=O)N1CC(C1)(C(N(C)OC)=O)F